COC(CNC(C1=C(C=C(C=C1)[N+](=O)[O-])F)=O)OC N-(2,2-dimethoxyethyl)-2-fluoro-4-nitrobenzamide